(R)-8-(2,4-dichlorophenyl)-9-(2-fluoro-5-((1-(3-fluoropropyl)pyrrolidin-3-yl)oxy)phenyl)-6,7-dihydro-5H-benzo[7]annulene-3-carboxylic acid hydrochloride Cl.ClC1=C(C=CC(=C1)Cl)C=1CCCC2=C(C1C1=C(C=CC(=C1)O[C@H]1CN(CC1)CCCF)F)C=CC(=C2)C(=O)O